4-hydroxy-4-(1-methylpyrrolidin-2-yl)piperidine-1-carboxylic acid benzyl ester C(C1=CC=CC=C1)OC(=O)N1CCC(CC1)(C1N(CCC1)C)O